4-amino-1-methyl-1H-pyrazolo[4,3-c][1,7]naphthyridine-8-carboxylic acid NC1=NC=2C=NC(=CC2C2=C1C=NN2C)C(=O)O